N(=C=O)C1=C(C=C(C=C1)C1=CC(=C(C=C1)N=C=O)OC)OC 4,4'-diisocyanato-3,3'-dimethoxybiphenyl